[N+](=O)([O-])C=1C=CC=C2C(=NN(C12)C1CN(C1)C(C=C)=O)C1=CC=C(C=C1)C(F)(F)F 1-[3-[7-Nitro-3-[4-(trifluoromethyl)phenyl]indazol-1-yl]azetidin-1-yl]prop-2-en-1-one